C12COCC2C1CN(C(C(=O)NC=1C2=C(C(=NC1)N)COC2)=O)CC=2C=CC1=C(N=CS1)C2 N1-((3-oxabicyclo[3.1.0]hexan-6-yl)methyl)-N2-(4-amino-1,3-dihydrofuro[3,4-c]pyridin-7-yl)-N1-(benzo[d]thiazol-5-ylmethyl)oxalamide